C(C1=CC=CC=C1)(C1=CC=CC=C1)N1CC(C1)OS(=O)(=O)C methanesulfonic acid (1-benzhydryl azetidin-3-yl) ester